4-(4-(Quinolin-3-yl)-1,3,5-triazin-2-yl)piperazine-1-carboxylate N1=CC(=CC2=CC=CC=C12)C1=NC(=NC=N1)N1CCN(CC1)C(=O)[O-]